1-(2-aminoethyl)-1-benzyl-2-cyano-3-(isoquinolin-6-yl)guanidine hydrochloride Cl.NCCN(C(=NC#N)NC=1C=C2C=CN=CC2=CC1)CC1=CC=CC=C1